C(C)(C)(C)OC(=O)N1C(CCCC1)C(F)(F)F 2-(trifluoromethyl)piperidine-1-carboxylic acid tert-butyl ester